ethyl-tri(p-tolyl)phosphonium chloride [Cl-].C(C)[P+](C1=CC=C(C=C1)C)(C1=CC=C(C=C1)C)C1=CC=C(C=C1)C